ClC1=CC=C(C=C1)C12CN(CC2C1)C(=O)C=1C=NN2C1C(N(C=C2C)C)=O 3-((1-(4-chlorophenyl)-3-azabicyclo[3.1.0]hex-3-yl)carbonyl)-5,7-dimethylpyrazolo[1,5-a]pyrazin-4(5H)-one